5-(4-cyclohexylphenyl)-2-pyrazin-2-yl-3-[3-(fluoromethyl)-2-methyl-azetidine-1-carbonyl]-4H-pyrazolo[1,5-a]pyrimidin-7-one C1(CCCCC1)C1=CC=C(C=C1)C=1NC=2N(C(C1)=O)N=C(C2C(=O)N2C(C(C2)CF)C)C2=NC=CN=C2